C(C)(C)(C)OC(=O)N1CC2CCC(C1)N2C2=NC=C(C=N2)Br.C(CCCCCCCCCCCCCCCCCCC)C2=C(C1=CC=CC=C1C=C2)CCCCCCCCCCCCCCCCCCCC di(eicosyl)naphthalene tert-butyl-8-(5-bromopyrimidin-2-yl)-3,8-diazabicyclo[3.2.1]octane-3-carboxylate